N'-hydroxy-4-phenylbutanimidamide ON=C(CCCC1=CC=CC=C1)N